ClP1(OC2=C(CO1)C=C(C=C2)NC(OCC=C)=O)=O allyl N-(2-chloro-2-oxo-4H-1,3,2-benzodioxaphosphinin-6-yl)carbamate